4-(4-methyl-3-pentenyl)-3-cyclohexene-1-formaldehyde CC(=CCCC1=CCC(CC1)C=O)C